tert-butyl 1,6-naphthyridine-2-carboxylate N1=C(C=CC2=CN=CC=C12)C(=O)OC(C)(C)C